BrC=1C=C2C(=NC=NC2=CC1OCC)C=1C(=NN(C1)CC)C1=CC=CC=C1 6-bromo-7-ethoxy-4-(1-ethyl-3-phenyl-1H-pyrazol-4-yl)quinazoline